N-[(2-{[3-(tert-butoxy)azetidin-1-yl]methyl}-1H-indol-6-yl)methyl]-4-oxo-4H-pyrido[1,2-a]pyrimidine-2-carboxamide C(C)(C)(C)OC1CN(C1)CC=1NC2=CC(=CC=C2C1)CNC(=O)C=1N=C2N(C(C1)=O)C=CC=C2